C(C)C=1N=C2N(C=C(C=C2)C2CCN(CC2)S(=O)(=O)CCCO)C1N(C)C=1SC(=C(N1)C1=CC=C(C=C1)F)F 3-(4-(2-ethyl-3-((5-fluoro-4-(4-fluorophenyl)thiazol-2-yl)(methyl)amino)imidazo[1,2-a]pyridin-6-yl)piperidin-1-ylsulfonyl)propan-1-ol